palmitoyl-sulfuric acid C(CCCCCCCCCCCCCCC)(=O)OS(O)(=O)=O